O1CCN(CC1)CCCC1=C2N(C(N1)=S)C[C@H](C2)C2=C(C(=CC=C2F)F)F (R)-1-(3-morpholinopropyl)-6-(2,3,6-trifluorophenyl)-2,5,6,7-tetrahydro-3H-pyrrolo[1,2-c]imidazole-3-thione